C(\C=C/CCCCCC)OC(CCC(=O)O)OC\C=C/CCCCCC 4,4-bis(((Z)-non-2-en-1-yl)oxy)butanoic acid